(3S)-N-[4-Methyl-3-(8-[8-oxa-3-azabicyclo[3.2.1]octan-3-yl]imidazo[1,2-a]pyridin-6-yl)phenyl]-3-(2,2,2-trifluoroethyl)pyrrolidine-1-carboxamide CC1=C(C=C(C=C1)NC(=O)N1C[C@@H](CC1)CC(F)(F)F)C=1C=C(C=2N(C1)C=CN2)N2CC1CCC(C2)O1